(S)-tert-butyl (6-(2-((4-(6-((4-chloro-2-fluorobenzyl)oxy)pyridin-2-yl)piperidin-1-yl)methyl)-1-(oxetan-2-ylmethyl)-1H-benzo[d]imidazol-5-yl)pyridin-2-yl)carbamate ClC1=CC(=C(COC2=CC=CC(=N2)C2CCN(CC2)CC2=NC3=C(N2C[C@H]2OCC2)C=CC(=C3)C3=CC=CC(=N3)NC(OC(C)(C)C)=O)C=C1)F